OC(CSSCC(C)O)C bis(2-hydroxypropyl) disulfide